BrC1=C2C=NN(C2=CC(=C1CC(CO)C)C)C1OCCCC1 3-(4-bromo-6-methyl-1-(tetrahydro-2H-pyran-2-yl)-1H-indazol-5-yl)-2-methylpropan-1-ol